pyridine-2,4(1H,3H)-dione N1C(CC(C=C1)=O)=O